BrC1=CC(=NC=C1)N1N=C(C=2C(N(CCC21)CC2=C(C=C(C=C2)OC)OC)=O)C 1-(4-bromopyridin-2-yl)-5-(2,4-dimethoxybenzyl)-3-methyl-1,5,6,7-tetrahydro-4H-pyrazolo[4,3-c]pyridin-4-one